OC1=C2C(=CNC2=CC=C1)CC(=O)N(C)C 2-(4-hydroxy-1H-indol-3-yl)-N,N-dimethylacetamide